C(C)OCOC=1C=C(C2=C(C(=CC=C2C1)F)CC)B1OC(C(O1)(C)C)(C)C 2-[3-(ethoxymethoxy)-8-ethyl-7-fluoro-1-naphthyl]-4,4,5,5-tetramethyl-1,3,2-dioxaborolane